Bis-(4-methylphenyl)iodonium hexafluorophosphate F[P-](F)(F)(F)(F)F.CC1=CC=C(C=C1)[I+]C1=CC=C(C=C1)C